benzyl 3-[3-[(3R)-3-(tert-butoxycarbonylamino)-5-[[4-(cyclopentoxy)phenyl]methyl]-8-fluoro-4-oxo-2,3-dihydro-1,5-benzothiazepin-7-yl]-1,2,4-oxadiazol-5-yl]pyrrolidine-1-carboxylate C(C)(C)(C)OC(=O)N[C@H]1CSC2=C(N(C1=O)CC1=CC=C(C=C1)OC1CCCC1)C=C(C(=C2)F)C2=NOC(=N2)C2CN(CC2)C(=O)OCC2=CC=CC=C2